CC=1C=C(C=C(C1)C)C(=O)N1CCC2(C(N3[C@H](O2)CC[C@H]3C3=CC(=CC=C3)F)=O)CC1 (5'S,7a'R)-1-(3,5-dimethylbenzene-1-carbonyl)-5'-(3-fluoro-phenyl)tetrahydro-3'H-spiro[piperidine-4,2'-pyrrolo[2,1-b][1,3]-oxazol]-3'-one